methyl 6-amino-2,3,4-trifluorobenzoate NC1=CC(=C(C(=C1C(=O)OC)F)F)F